2-[4-(4-amino-1-methyl-1H-pyrazolo[3,4-d]pyrimidin-3-yl)-phenyl]-N-(5-tert-butyl-2-p-tolyl-2H-pyrazol-3-yl)-2-hydroxy-acetamide NC1=C2C(=NC=N1)N(N=C2C2=CC=C(C=C2)C(C(=O)NC=2N(N=C(C2)C(C)(C)C)C2=CC=C(C=C2)C)O)C